C(CO)(=O)NC1=C(C=CC=C1)[As]([O-])(=O)[O-] glycolamidobenzenearsonate